(R/S)-6-(2-(2-bromophenyl)morpholino)-2-isopropylpyrimidin-4-amine BrC1=C(C=CC=C1)[C@H]1OCCN(C1)C1=CC(=NC(=N1)C(C)C)N |r|